C(C)(C)(C)C1N2C(C3=CC(=C(C=C3C1)C1=CN=C(S1)COC1CC1)OC)=CC(C(=C2)C(=O)O)=O 6-tert-butyl-9-[2-(cyclopropyloxymethyl)thiazol-5-yl]-10-methoxy-2-oxo-6,7-dihydro-2H-pyrido[2,1-a]isoquinoline-3-carboxylic acid